FC(C=1C=CC(=NC1)C(=O)NN)(F)F 5-(trifluoromethyl)pyridineformylhydrazine